tert-butyl N-(4-chloro-3-formyl-cyclohept-3-en-1-yl)-N-methyl-carbamate ClC1=C(CC(CCC1)N(C(OC(C)(C)C)=O)C)C=O